COC1=CC=C2C=NC(=NC2=C1)C 7-methoxy-2-methylquinazolin